(3R)-3-[4-[3-(methylaminomethyl)azetidin-1-yl]indolin-1-yl]piperidine-2,6-dione CNCC1CN(C1)C1=C2CCN(C2=CC=C1)[C@H]1C(NC(CC1)=O)=O